C1(CC1)C1=C(CN2C(N(CC=3C2=NN(C3)C)C3CCN(CC3)C3=C(C=CC=C3C)F)=O)C=CC=C1 7-(2-Cyclopropyl-benzyl)-5-[1-(2-fluoro-6-methyl-phenyl)-piperidin-4-yl]-2-methyl-2,4,5,7-tetrahydro-pyrazolo[3,4-d]pyrimidin-6-on